COC1=C(OC2CCN(CC2)CC2CCN(CC2)C(=O)OC(C)(C)C)C(=CC(=C1)C1=CN(C(C2=CN=CC=C12)=O)C)OC tert-butyl 4-((4-(2,6-dimethoxy-4-(2-methyl-1-oxo-1,2-dihydro-2,7-naphthyridin-4-yl)phenoxy)piperidin-1-yl)methyl)piperidine-1-carboxylate